3-Oxo-2,3-diphenylpropionitrile O=C(C(C#N)C1=CC=CC=C1)C1=CC=CC=C1